2-((4,5-dichloro-2-hydroxyphenyl)amino)-1-(5-(vinylsulfonyl)hexahydropyrrolo[3,4-c]pyrrol-2(1H)-yl)ethanone ClC1=CC(=C(C=C1Cl)NCC(=O)N1CC2CN(CC2C1)S(=O)(=O)C=C)O